C1(=CC=C(C=C1)CC(=O)[O-])C 2-p-tolylacetate